FC=CCO 3-fluoroprop-2-en-1-ol